[K].[Au]C#N Gold (I) Cyanide Potassium